C1(=CC=CC=C1)C12CC3C(C(CC(C1)C3)C2)C(=O)O 5-phenyladamantane-2-carboxylic acid